methyl 2-((2-(benzyloxy)-4-bromophenyl)(1H-pyrazol-3-yl)methylene)hydrazine-1-carbodithioate C(C1=CC=CC=C1)OC1=C(C=CC(=C1)Br)C(=NNC(=S)SC)C1=NNC=C1